CC1=NC=2C(=NC(=CN2)NC2=NNC(=C2)C)N1 2-methyl-6-((5-methyl-1H-pyrazol-3-yl)amino)-1H-imidazo[4,5-b]pyrazin